C1(=CC=CC=C1)NCCC[Si](OC)(OC)C N-Phenyl-3-aminopropyl-methyldimethoxy-silan